CC=1C=C(C=C(C1)C)C1=C(C(=O)O)C=C(C(=C1)C(=O)O)C1=CC(=CC(=C1)C)C 2,5-bis(3,5-dimethylphenyl)terephthalic acid